OC(=O)C(F)(F)F.ClC1=C(C=CC=C1Cl)S(=O)(=O)NC1=C(C(=C(C=C1)F)C#CC=1C=C2C(=NC1)NN=C2)F 2,3-dichloro-N-(2,4-difluoro-3-(1H-pyrazolo[3,4-b]pyridin-5-ylethynyl)phenyl)benzenesulfonamide TFA salt